(1r,4r)-N-((1-Benzyl-5-oxopyrrolidin-3-yl)methyl)-4-(3-(4-methoxyphenyl)-1,2,4-oxadiazol-5-yl)cyclohexane-1-carboxamide C(C1=CC=CC=C1)N1CC(CC1=O)CNC(=O)C1CCC(CC1)C1=NC(=NO1)C1=CC=C(C=C1)OC